2-[2-(2,4-dimethoxy-phenyl)-benzoimidazol-1-yl]-5-phenyl-pentanoic acid COC1=C(C=CC(=C1)OC)C1=NC2=C(N1C(C(=O)O)CCCC1=CC=CC=C1)C=CC=C2